(S)-2-(2-((2-((6-oxo-5-(trifluoromethyl)-1,6-dihydropyridazin-4-yl)amino)propoxy)methyl-d2)-6,7-dihydropyrazolo[1,5-a]pyrazin-5(4H)-yl-4,4-d2)pyrimidine-5-carbonitrile O=C1C(=C(C=NN1)N[C@H](COC(C1=NN2C(C(N(CC2)C2=NC=C(C=N2)C#N)([2H])[2H])=C1)([2H])[2H])C)C(F)(F)F